FC=1C(=NC=C(C1)C)N1C(C(N(C(C1)=O)CC1=CC=C(C=C1)C(F)(F)F)C1COC1)=O 1-(3-fluoro-5-methylpyridin-2-yl)-3-(oxetan-3-yl)-4-(4-(trifluoromethyl)benzyl)piperazine-2,5-dione